silicon-magnesium iron [Fe].[Mg].[Si]